C(C)(C)(C)C1=C(C(=CC(=C1)OC)C1=CC(=CC(=C1)OC)C(C)(C)C)O 3,3'-di-tert-butyl-5,5'-dimethoxy-[1,1'-biphenyl]-2-ol